N-[(2S,3R)-4,4-difluoro-2-[(2-fluoro[1,1'-biphenyl]-3-yl)methyl]-1-(3-hydroxyazetidine-1-carbonyl)pyrrolidin-3-yl]ethanesulfonamide FC1([C@@H]([C@@H](N(C1)C(=O)N1CC(C1)O)CC=1C(=C(C=CC1)C1=CC=CC=C1)F)NS(=O)(=O)CC)F